3,3-difluoro-5-(2-isopropylbenzimidazol-1-yl)indolin-2-one FC1(C(NC2=CC=C(C=C12)N1C(=NC2=C1C=CC=C2)C(C)C)=O)F